6-chloro-1H-pyrazolo[3,4-b]pyrazin ClC1=CN=C2C(=N1)NN=C2